N-ethyl-(5-fluoro-1H-indol-3-yl)-N-methylethan-1-amine C(C)N(C(C)C1=CNC2=CC=C(C=C12)F)C